OC=1C(=CC(=C(C1)CC(=O)N)C)C(C=CC1=C(N=C(S1)C1=CC=C(C=C1)C(F)(F)F)C(C)C)=O (5-hydroxy-4-(3-(4-isopropyl-2-(4-(trifluoromethyl)phenyl)thiazol-5-yl)acryloyl)-2-methylphenyl)acetamide